FC1=C(C=CC(=C1)C(F)(F)F)COC1CN(C1)C(=O)OCCC1=CN=NN1 2-(1H-Triazol-5-yl)ethyl 3-[[2-fluoro-4-(trifluoro-methyl)phenyl] methoxy]azetidine-1-carboxylate